methyl 3-[4-amino-5-chloro-2-(2-trimethylsilylethoxymethyl)pyrazol-3-yl]-4-(tert-butoxycarbonylamino)benzoate NC1=C(N(N=C1Cl)COCC[Si](C)(C)C)C=1C=C(C(=O)OC)C=CC1NC(=O)OC(C)(C)C